4-methyl-4,5-dihydro-3H-oxathiepine 2,2-dioxide CC1CS(OC=CC1)(=O)=O